ClC1=CC(=CC=2CN(CCOC21)CC=2C(=NC(=NC2)Cl)C)N2C=CC1=CC(=CC=C21)F 9-chloro-4-[(2-chloro-4-methylpyrimidin-5-yl)methyl]-7-(5-fluoroindol-1-yl)-3,5-dihydro-2H-1,4-benzoxazepine